O[C@@H]1[C@@H]([C@@]2(CC([C@H]1C2(C)C)=O)C)O (1R,2R,3S,4S)-3-hydroxy-5-ketoborneol